FC1=CC=CC2=C1N(C(=N2)C=2C(=NON2)N)CC2=CC=NC=C2 4-[7-fluoro-1-(pyridin-4-ylmethyl)benzimidazol-2-yl]-1,2,5-oxadiazol-3-amine